2-(4-(difluoromethyl)-2,6-diisopropylphenyl)acetic acid tert-butyl ester C(C)(C)(C)OC(CC1=C(C=C(C=C1C(C)C)C(F)F)C(C)C)=O